C(O)C1=NC(=CC=C1)CO 2,6-dimethylolpyridine